FC(OC1=C(C=C(C=C1)S(=O)(=O)CCO)C1=NN(C=C1NC(=O)C=1C=NN2C1N=CC=C2)C)F N-(3-(2-(difluoromethoxy)-5-((2-hydroxyethyl)sulfonyl)phenyl)-1-methyl-1H-pyrazol-4-yl)pyrazolo[1,5-a]pyrimidine-3-carboxamide